Cis-4-(3-bromophenyl)-N,N-dimethyl-1,2,3,4-tetrahydronaphthalen-2-amine BrC=1C=C(C=CC1)[C@@H]1C[C@@H](CC2=CC=CC=C12)N(C)C